(4-hydroxy-5-(1-methylcyclopropyl)-7H-pyrrolo[2,3-d]pyrimidin-7-yl)benzonitrile OC=1C2=C(N=CN1)N(C=C2C2(CC2)C)C2=C(C#N)C=CC=C2